N1(CCCCC1)CCOC(CN(CC(C)C)C)C 2-[2-(1-piperidinyl)ethoxy]propyl-N-methyl-N-(iso-butyl)-amine